N1=CC=CC2=CN=CC(=C12)N 1,6-naphthyridin-8-amine